methyl 2-methyl-4-(methyl-d3)-3-oxohexanoate CC(C(=O)OC)C(C(CC)C([2H])([2H])[2H])=O